CN1N=C(C=2N=CN(C(C21)=O)CC(=O)N[C@@H](C)C2CCOCC2)NC2=CC=C(C=C2)C(F)(F)F (S)-2-(1-methyl-7-oxo-3-((4-(trifluoromethyl)phenyl)amino)-1,7-dihydro-6H-pyrazolo[4,3-d]pyrimidin-6-yl)-N-(1-(tetrahydro-2H-pyran-4-yl)ethyl)acetamide